C(CCCCCCCCCCCCCCCCC)(=O)OCCCCCCCCCCCCCCCCCCCCCCCCCCCCCCCCCC tetratriacontyl stearate